8-chloro-5-hydroxy-3,4-dihydronaphthalen-1(2H)-one ClC=1C=CC(=C2CCCC(C12)=O)O